OCCCCCCOS(=O)(=O)C1=CC=C(C=C1)C 4-methylbenzenesulfonic acid-6-hydroxyhexyl ester